NC(C=1C(=NC=CC1)NC(OC(C)(C)C)=O)C1=CC(=C(C=C1)C(C)C)F tert-butyl (3-(amino(3-fluoro-4-isopropylphenyl)methyl)pyridin-2-yl)carbamate